N-(4-(4-amino-1-ethyl-7-(4-(oxetan-3-ylamino)cyclohex-1-en-1-yl)-1H-pyrazolo[4,3-c]pyridin-3-yl)-2-fluorophenyl)-2-chlorobenzenesulfonamide NC1=NC=C(C2=C1C(=NN2CC)C2=CC(=C(C=C2)NS(=O)(=O)C2=C(C=CC=C2)Cl)F)C2=CCC(CC2)NC2COC2